S[C@H]1[C@H](O)[C@@H](O)[C@H](O)[C@H](O1)CO 1-thio-β-D-glucose